O-Ethyl-L-Cysteine C(C)OC([C@@H](N)CS)=O